C1(=CC=C(C=C1)B(O)O)C1=CC=CC=C1 4-biphenyl-boronic acid